NC1=CC=C(C=C1)S(=O)(=O)N(C)C 4-amino-N,N-dimethyl-benzenesulfonamide